O1C2=C(OC(C1([2H])[2H])([2H])[2H])C=C(C=C2)OC2CCN(CC2)C2=NC=1N(C(=C2C)C)C(NN1)=O 7-(4-((2,3-dihydrobenzo[b][1,4]dioxin-6-yl-2,2,3,3-d4)oxy)piperidin-1-yl)-5,6-dimethyl-[1,2,4]triazolo[4,3-a]pyrimidin-3(2H)-one